cis-3-((5-(imidazo[1,2-a]pyridin-6-yl)pyrrolo[2,1-f][1,2,4]triazin-2-yl)amino)-1-methylcyclobutan-1-ol N=1C=CN2C1C=CC(=C2)C=2C=CN1N=C(N=CC12)NC1CC(C1)(O)C